C(C)(C)(C)OC(=O)N1CCC2(CCCC2NC(C2=CC=CC=C2)=O)CC1 1-benzoylamino-8-azaspiro[4.5]decane-8-carboxylic acid tert-butyl ester